CC(C#CC1=CC=CC=N1)(C)S(=O)(=O)C 6-(3-methyl-3-(methylsulfonyl)but-1-yn-1-yl)pyridin